ClC(OC1=CC=C(C=C1)NC(=O)C1=CC2=C(N(C=N2)C(C)C)C(=C1)[Sn](C)(C)C)(F)F N-(4-(chlorodifluoromethoxy)phenyl)-1-isopropyl-7-(trimethylstannyl)-1H-benzo[d]Imidazole-5-carboxamide